C12(OCC(C1)C2)CNC=2C=C(C(=O)OC)C=CC2N methyl 3-(((2-oxabicyclo[2.1.1]hex-1-yl) methyl) amino)-4-aminobenzoate